(R)-7-Fluoro-1-methyl-1,2,3,4-tetrahydroisoquinoline hydrochloride Cl.FC1=CC=C2CCN[C@@H](C2=C1)C